4-(7-(3-fluorophenyl)-4-(furan-3-yl)-6,7-dihydro-5H-pyrrolo[2,3-d]pyrimidin-2-yl)morpholine FC=1C=C(C=CC1)N1CCC2=C1N=C(N=C2C2=COC=C2)N2CCOCC2